ClC=1C=CC(=C(C1)C=1C=CC=C2C=NC(=NC12)NC1=CC=C(C=C1)NC1CN(C1)CCF)F N1-(8-(5-chloro-2-fluorophenyl)quinazolin-2-yl)-N4-(1-(2-fluoroethyl)azetidin-3-yl)benzene-1,4-diamine